C(C)[C@@H]1[C@@H](NC(O1)=O)COC1=NC=CC=2C=C(C=3N(C12)C=CN3)C(=O)N 1-(((4S,5R)-5-ethyl-2-oxooxazolidin-4-yl)methoxy)imidazo[1,2-a][1,7]naphthyridine-6-carboxamide